3,5-di-T-butyl-4-hydroxyphenyl propionate C(CC)(=O)OC1=CC(=C(C(=C1)C(C)(C)C)O)C(C)(C)C